C1(CCCCC1)N(S(=O)(=O)C)CC1=C(C=C(C=C1)C=1OC(=NN1)C(F)F)F N-cyclohexyl-N-(4-(5-(difluoromethyl)-1,3,4-oxadiazol-2-yl)-2-fluorobenzyl)methanesulfonamide